NC1CCC=2C(=C(C=C(C2C1=O)NC(C)=O)F)OC N-(7-amino-3-fluoro-4-methoxy-8-oxo-5,6,7,8-tetrahydronaphthalen-1-yl)acetamide